ClC1=NS(C2=C(N1)C(=CC(=C2)F)C2=C(C(=CC=C2)F)Cl)(=O)=O C3-chloro-5-(2-chloro-3-fluorophenyl)-7-fluoro-4H-benzo[e][1,2,4]thiadiazine 1,1-dioxide